FC(C=1OC(=NN1)C1=CC=C(C=C1)CN1N=NC(=C1C1=CC=CC=C1)C)F 2-(difluoromethyl)-5-(4-((4-methyl-5-phenyl-1H-1,2,3-triazol-1-yl)methyl)phenyl)-1,3,4-oxadiazole